6'-((7-((4-(cyclopropanesulfonimidoyl)-2-methoxyphenyl)amino)-2,6-naphthyridin-1-yl)ethynyl)spiro[cyclobutane-1,3'-indolin]-2'-one C1(CC1)S(=O)(=N)C1=CC(=C(C=C1)NC1=NC=C2C=CN=C(C2=C1)C#CC1=CC=C2C3(C(NC2=C1)=O)CCC3)OC